2-((5-fluoro-2-((2-methoxy-4-(4-methylpiperazin-1-yl)phenyl)amino)pyrimidin-4-yl)amino)-N-hydroxybenzamide FC=1C(=NC(=NC1)NC1=C(C=C(C=C1)N1CCN(CC1)C)OC)NC1=C(C(=O)NO)C=CC=C1